C(C)OC(=O)C1C2CCC(C(N1)=O)N2 ethyl-4-oxo-3,8-diazabicyclo[3.2.1]Octane-2-formate